2-cyano-cyclopropanecarboxamide C(#N)C1C(C1)C(=O)N